C(C)(=O)SC1=CC=C(C=C1)C#CC=1C2=CC=CC=C2C(=C2C=CC=CC12)C#CC1=CC=C(C=C1)SC(C)=O 9,10-bis(2'-(p-acetylmercaptophenyl)ethynyl)-anthracene